2,3-bis(2,6-dimethyl-4-isopropylphenyl)cycloprop-2-en-1-one CC1=C(C(=CC(=C1)C(C)C)C)C=1C(C1C1=C(C=C(C=C1C)C(C)C)C)=O